9-(4-((1-(3-fluoropropyl)azetidin-3-ylidene)methyl)phenyl)-8-(2-methyl-4-(trifluoromethyl)phenyl)-6,7-dihydro-5H-benzo[7]annulene-3-carboxylic acid FCCCN1CC(C1)=CC1=CC=C(C=C1)C1=C(CCCC2=C1C=CC(=C2)C(=O)O)C2=C(C=C(C=C2)C(F)(F)F)C